ClC=1C=C2C=C(C=NC2=CC1)NC1=NC(=NC=C1)NC=1C=NC(=C(C1)OC)N1CCN(CC1)C 4-(6-chloro-3-quinolylamino)-2-[5-methoxy-6-(4-methyl-1-piperazinyl)-3-pyridylamino]pyrimidine